(4-Ethyl-3-(hydroxymethyl)-5-oxo-4,5-dihydro-1H-1,2,4-triazol-1-yl)-6-fluoro-3-(3-fluorophenyl)-1-isopropylquinolin-4(1H)-one C(C)N1C(=NN(C1=O)C=1N(C2=CC=C(C=C2C(C1C1=CC(=CC=C1)F)=O)F)C(C)C)CO